COC1=CC=C(C=N1)/C=C/C=1C=C2C(=CC=NC2=CC1)C(=O)O (E)-6-(2-(6-methoxypyridin-3-yl)vinyl)quinoline-4-carboxylic acid